N-(2-chloropyrimidin-5-yl)-6-(isoxazol-4-ylmethoxy)isoquinolin-1-amine ClC1=NC=C(C=N1)NC1=NC=CC2=CC(=CC=C12)OCC=1C=NOC1